monofluoroacetonitrile FCC#N